C[S@@](=O)(C1=CC(=CC=C1)NC(C1=C(N=CC(=C1C)C(F)(F)F)N1C[C@@H](OCC1)C(F)(F)F)=O)=NC(OC(C)(C)C)=O tert-butyl ((R)-methyl(3-(4-methyl-5-(trifluoromethyl)-2-((R)-2-(trifluoromethyl)morpholino)nicotinamido)phenyl)(oxo)-λ6-sulfaneylidene)carbamate